C(#N)COC1=CC=C(C=C1)C1=CC=C(C=C1)C(C)(C)NC(OC1CN2CCC1CC2)=O Quinuclidin-3-yl (2-(4'-(cyanomethoxy)-[1,1'-biphenyl]-4-yl)propan-2-yl)carbamate